methyl 5-[(E)-N-methoxy-C-methyl-carbonimidoyl]-4-oxo-1-[4-(trifluoromethoxy)phenyl]cinnoline-3-carboxylate CO\N=C(/C)\C1=C2C(C(=NN(C2=CC=C1)C1=CC=C(C=C1)OC(F)(F)F)C(=O)OC)=O